3,5-Dimethoxycinnamic acid COC=1C=C(C=CC(=O)O)C=C(C1)OC